(3R)-N-cyclobutyl-3-({1-cyclopentyl-5-[2-(trifluoromethyl)phenyl]-1H-pyrazol-3-yl}formamido)-4-(4-fluorophenoxy)butanamide C1(CCC1)NC(C[C@H](COC1=CC=C(C=C1)F)NC(=O)C1=NN(C(=C1)C1=C(C=CC=C1)C(F)(F)F)C1CCCC1)=O